4-(2-ethylbutoxy)butan-1-ol methyl-2-(1-benzothien-2-yl)-5-nitrobenzoate CC=1C(=C(C(=O)OCCCCOCC(CC)CC)C=C(C1)[N+](=O)[O-])C=1SC2=C(C1)C=CC=C2